7-isopropylspiro[isochroman-3,4'-piperidine]-1-one C(C)(C)C1=CC=C2CC3(CCNCC3)OC(C2=C1)=O